3-(4-chlorophenoxy)benzene-1-sulfonyl chloride ClC1=CC=C(OC=2C=C(C=CC2)S(=O)(=O)Cl)C=C1